bis(4-pentylnonyl) 6,6'-(((1-(4-hydroxybutyl)-1H-pyrazol-4-yl)methyl)azanediyl)dihexanoate OCCCCN1N=CC(=C1)CN(CCCCCC(=O)OCCCC(CCCCC)CCCCC)CCCCCC(=O)OCCCC(CCCCC)CCCCC